N-[6-(5-chloro-1,3-benzoxazol-2-yl)spiro[3.3]heptan-2-yl]-5-(dimethylsulfamoyl)furan-2-carboxamide ClC=1C=CC2=C(N=C(O2)C2CC3(CC(C3)NC(=O)C=3OC(=CC3)S(N(C)C)(=O)=O)C2)C1